C(C)(C)(C)OC(=O)N1CCN(CC1)C=1C(=NC(=CC1)C(NC)=O)Br 4-(2-bromo-6-(methylcarbamoyl)pyridin-3-yl)piperazine-1-carboxylic acid tert-butyl ester